(2-chloro-3-methoxyphenyl)-[rac-(3R,9aR)-3-(5-bromo-2-pyridyl)-3,4,6,7,9,9a-hexahydro-1H-pyrazino[2,1-c][1,4]oxazin-8-yl]methanone ClC1=C(C=CC=C1OC)C(=O)N1C[C@@H]2CO[C@H](CN2CC1)C1=NC=C(C=C1)Br |r|